FC=1C=C(C=CC1F)[C@H]1[C@@H](C1)C(=O)O (1R,2R)-2-(3,4-difluorophenyl)cyclopropanecarboxylic acid